3-amino-6,7-dihydropyrazolo[1,5-a]pyrazin-4(5H)-one hydrochloride Cl.NC=1C=NN2C1C(NCC2)=O